[[[2-(cyclopropyl-carbonyl)phenyl]amino]-sulfonyl]-N1-(4,6-dimethoxypyrimidin-2-yl)urea C1(CC1)C(=O)C1=C(C=CC=C1)NS(=O)(=O)N(C(=O)N)C1=NC(=CC(=N1)OC)OC